C1(CC1)C1=NSC(=C1)S(=O)(=O)Cl 3-cyclopropyl-isothiazole-5-sulfonyl chloride